3-amino-N-[2-(3-amino-4-methoxypyrrolidin-1-yl)-4-fluoro-5,6,7,8-tetrahydroquinolin-6-yl]-6-methylthieno[2,3-b]pyridine-2-carboxamide NC1=C(SC2=NC(=CC=C21)C)C(=O)NC2CC=1C(=CC(=NC1CC2)N2CC(C(C2)OC)N)F